FC(C1=CC=CC(=N1)OCC12CN(CC2C1)C(=O)OC(C)(C)C)(F)F tert-butyl 1-({[6-(trifluoromethyl)pyridin-2-yl]oxy}methyl)-3-azabicyclo[3.1.0]hexane-3-carboxylate